C(C)OP(=O)(OCC)C(C(=O)OCCCC)CC(=O)N=C(CCCCCCCC)NO butyl 2-(diethoxyphosphoryl)-4-((1-(hydroxyamino)nonylidene)amino)-4-oxobutanoate